6-(1-(2,2-difluoroethyl)-1H-indol-4-yl)-3,5,11,11-tetramethyl-8,9,10,11-tetrahydrofuro[3,2-f][1,2,4]triazolo[4,3-a]quinoxaline FC(CN1C=CC2=C(C=CC=C12)C=1C2=C(C=3NC(C=4N(C3C1C)C(=NN4)C)(C)C)CCO2)F